5-(1-isopropyl-1H-benzo[d][1,2,3]triazol-6-yl)-4-methoxy-N-(1-(oxetan-3-yl)piperidin-4-yl)pyrrolo[2,1-f][1,2,4]triazin-2-amine C(C)(C)N1N=NC2=C1C=C(C=C2)C=2C=CN1N=C(N=C(C12)OC)NC1CCN(CC1)C1COC1